N[C@@H]1C[C@H](N(C1)C(=O)C1=CC2=C(S1)C=CC(=C2)C(F)(F)F)C=2SC=C(N2)C(=O)N[C@H](C(=O)NC)CCCCNC(=N)N 2-((2S,4R)-4-amino-1-(5-(trifluoromethyl)benzo[b]thiophene-2-carbonyl)pyrrolidin-2-yl)-N-((S)-6-guanidino-1-(methylamino)-1-oxohexan-2-yl)thiazole-4-carboxamide